NC1=NC=NN2C1=C(C=C2C2=NN(C=C2)C)C2=CC(=C(C=C2)CC(=O)OC(C)(C)C)OC tert-Butyl 2-(4-(4-amino-7-(1-methyl-1H-pyrazol-3-yl)pyrrolo[2,1-F][1,2,4]triazin-5-yl)-2-methoxyphenyl)acetate